COC([C@H](CC1=CC(=CC=C1)B1OC(C(O1)(C)C)(C)C)NC(=O)OC(C)(C)C)=O.FC(OC1=C(C=NC2=CC=CC=C12)C(=O)N)(F)F 4-(trifluoromethoxy)quinoline-3-carboxamide methyl-(S)-2-((tert-butoxycarbonyl)amino)-3-(3-(4,4,5,5-tetramethyl-1,3,2-dioxaborolan-2-yl)phenyl)propanoate